OC(C)(C)[C@@H]1[C@H](C1)C1=NN=C(S1)C=1C(=CC(=NC1)C1=CC=C2N1N=CC(=C2)C(=O)N)NC(C)C 7-(5-(5-((1S,2S)-2-(2-hydroxypropan-2-yl)cyclopropyl)-1,3,4-thiadiazol-2-yl)-4-(isopropylamino)pyridin-2-yl)pyrrolo[1,2-b]pyridazine-3-carboxamide